N-(6-(1-methyl-5-(piperidin-1-ylmethyl)-1H-pyrazol-4-yl)isoquinolin-3-yl)cyclohexane-1-carboxamide CN1N=CC(=C1CN1CCCCC1)C=1C=C2C=C(N=CC2=CC1)NC(=O)C1CCCCC1